tert-butyl (S)-(1-(5-aminopyridin-3-yl)ethyl)carbamate NC=1C=C(C=NC1)[C@H](C)NC(OC(C)(C)C)=O